ClC1=CC=C2C(=CNC2=C1OC)\C=C/1\C(N(C(N1)=O)CC1=CC(=C(C=C1)F)F)=O (Z)-5-((6-chloro-7-methoxyl-1H-indol-3-yl)methylene)-3-(3,4-difluorobenzyl)imidazolidine-2,4-dione